The molecule is a monounsaturated fatty acyl-CoA(4-) obtained by deprotonation of the phosphate and diphosphate OH groups of 3-oxooleoyl-CoA; major species at pH 7.3. It is a monounsaturated fatty acyl-CoA(4-) and a long-chain 3-oxo-fatty acyl-CoA(4-). It is a conjugate base of a 3-oxooleoyl-CoA. CCCCCCCC/C=C\\CCCCCC(=O)CC(=O)SCCNC(=O)CCNC(=O)[C@@H](C(C)(C)COP(=O)([O-])OP(=O)([O-])OC[C@@H]1[C@H]([C@H]([C@@H](O1)N2C=NC3=C(N=CN=C32)N)O)OP(=O)([O-])[O-])O